FC1=C2C(=NC(N(C2=CC=C1F)C([2H])([2H])[2H])=O)N1CCCC2=C(C=NC=C12)C#CC1(CC1)C 5,6-difluoro-1-(methyl-d3)-4-(5-((1-methylcyclopropyl)ethynyl)-3,4-dihydro-1,7-naphthyridin-1(2H)-yl)quinazolin-2(1H)-one